O=C1C(=CC=2C(=NC=CN2)N1CC=1C=NC=CC1C(F)(F)F)C1CCN(CC1)C(=O)OC(C)(C)C tert-Butyl 4-(6-oxo-5-((4-(trifluoromethyl)pyridin-3-yl)methyl)-5,6-dihydropyrido[2,3-b]pyrazine-7-yl)piperidine-1-carboxylate